5-chloro-6-fluoropyrazolo[1,5-a]pyrimidine-3-carboxylate ClC1=NC=2N(C=C1F)N=CC2C(=O)[O-]